CC1=CC=CC(=N1)NC(=O)C1NCC1 N-(6-methylpyridin-2-yl)azetidine-2-carboxamide